OC(CCOC1=CC(=C(C(=C1)C)C1=C2CC[C@@H](C2=CC=C1)O)C)(C)C (S)-4-[4-(3-hydroxy-3-methyl-butyloxy)-2,6-dimethyl-phenyl]-indan-1-ol